O1COC2=C1C=CC(=C2)[C@@H](CC(=O)OC)NC(NCC(=O)N(CC=2SC=CC2)CC=2SC=CC2)=O methyl (3R)-3-(1,3-benzodioxol-5-yl)-3-[({2-[bis(2-thienylmethyl)amino]-2-oxoethyl}carbamoyl)amino]propanoate